C(C)(C)N1C(N(C(C(=C1)C(=O)O)=O)C1=CC=C(C=C1)OC)=O 1-isopropyl-3-(4-methoxyphenyl)-2,4-dioxo-1,2,3,4-tetrahydropyrimidine-5-carboxylic acid